tert-butyl 4-[6-[5-[tert-butoxycarbonyl(methyl)amino]pyrazolo[1,5-a]pyridin-3-yl]-4-chloro-2-pyridyl]piperazine-1-carboxylate C(C)(C)(C)OC(=O)N(C1=CC=2N(C=C1)N=CC2C2=CC(=CC(=N2)N2CCN(CC2)C(=O)OC(C)(C)C)Cl)C